CC1(OC(C(C(O1)=O)C(CCCCCCCCC)=O)=O)C 2,2-dimethyl-5-(1-oxodecyl)-1,3-dioxane-4,6-dione